CS1NC(CN1NC=1C(=CC=2N(C1)N=CN2)C)C2CCOCC2 1-methyl-5-((7-methyl-[1,2,4]triazolo[1,5-a]pyridin-6-yl)amino)-3-(tetrahydro-2H-pyran-4-yl)-1,3-dihydro-[1,2,5]thiadiazol